N-(trimethylsilyl)-2,2-dichloropropionamide C[Si](NC(C(C)(Cl)Cl)=O)(C)C